FC=1C=C(C=NC1)N1N=C(C=C(C1=O)C(=O)N[C@H](CO)C(C)C)C=1C=NC(=CC1)C(F)(F)F 2-(5-fluoropyridin-3-yl)-N-[(2S)-1-hydroxy-3-methylbutan-2-yl]-3-oxo-6-[6-(trifluoro-methyl)pyridin-3-yl]-2,3-dihydropyridazine-4-carboxamide